tert-butyl ((3S,4S)-3-(dimethylamino)-3'-(1-methyl-1H-pyrazol-4-yl)-2,3,4,5-tetrahydro-[1,1'-biphenyl]-4-yl)carbamate CN([C@H]1CC(=CC[C@@H]1NC(OC(C)(C)C)=O)C1=CC(=CC=C1)C=1C=NN(C1)C)C